tert-butyl (5-amino-3-methylpyridin-2-yl)carbamate NC=1C=C(C(=NC1)NC(OC(C)(C)C)=O)C